C(C)(=O)C1=CNC(C1O)C(C)CCC 3-acetyl-4-hydroxy-5-sec-amyl-pyrrolin